[Pd].C(C)(C)(C)P(C(C)(C)C)C(C)(C)C.C(C)(C)(C)P(C(C)(C)C)C(C)(C)C bis[tri-t-butylphosphine] palladium